γ-benzyl-L-glutamic acid C(C1=CC=CC=C1)C(C[C@H](N)C(=O)O)C(=O)O